3-bromo-5-[(2,2-dichloro-cyclopropyl)oxy]benzoic acid ethyl ester C(C)OC(C1=CC(=CC(=C1)OC1C(C1)(Cl)Cl)Br)=O